2-isocyanato-2-methylpropane-1,3-diyl diacrylate C(C=C)(=O)OCC(COC(C=C)=O)(C)N=C=O